7-fluoro-5-phenyl-N-[rac-(3S)-7,9-difluoro-2-oxo-1,3,4,5-tetrahydro-1-benzazepin-3-yl]-6,7-dihydro-5H-pyrrolo[1,2-b][1,2,4]triazole-2-carboxamide FC1CC(N2N=C(N=C21)C(=O)N[C@@H]2C(NC1=C(CC2)C=C(C=C1F)F)=O)C1=CC=CC=C1 |r|